2,4-dimethylphenylcarbinol CC1=C(C=CC(=C1)C)CO